COCOC1=C(C=CC(=C1)N1CCN(CC1)C)NC1=NC=2N(C(C=NC2C=N1)=O)C=1C=C(C=CC1)NC(OC(C)(C)C)=O tert-butyl (3-(2-((2-(methoxymethoxy)-4-(4-methyl-1-piperazinyl) phenyl)amino)-7-oxo-8(7H)-pteridinyl)phenyl)carbamate